OC[C@]12CN(C[C@H](CC1)N2C(=O)OC(C)(C)C)C(=O)OCC2=CC=CC=C2 3-benzyl 8-tert-butyl (1R,5S)-1-(hydroxymethyl)-3,8-diazabicyclo[3.2.1]octane-3,8-dicarboxylate